O1C(=NN=C1)C1=C2C=CC=NC2=CC=C1 5-(1,3,4-oxadiazol-2-yl)quinoline